ClC1=CC(=CC=2C=COC21)C2=CC=C(C=C2)C(=O)N2CCN(CC2)C 7-chloro-5-(4-(4-methyl-piperazine-1-carbonyl)phenyl)benzofuran